C(CC)(=O)O[C@H]1CC2[C@@H]3C=CC[C@@H]3C1C2 (3aR,6S,7aS)-3a,4,5,6,7,7a-hexahydro-1H-4,7-methanoinden-6-yl propanoate